CC(=CCC/C(=C/CC/C(=C/CC/C(=C\\COP(=O)([O-])OP(=O)([O-])[O-])/C)/C)/C)C The molecule is an organophosphate oxoanion obtained by deprotonation of the diphosphate OH groups of any ditrans,polycis-polyprenyl diphosphate; major species at pH 7.3.